C(CC=C)N1C=C(C2=CC=CC(=C12)C)C(C)=O 1-(1-(but-3-en-1-yl)-7-methyl-1H-indol-3-yl)ethan-1-one